tert-butyl (1S,2S,5R)-2-((S)-1-((triethylsilyl)oxy)ethyl)-3,8-diazabicyclo[3.2.1]octane-8-carboxylate C(C)[Si](O[C@@H](C)[C@@H]1[C@@H]2CC[C@H](CN1)N2C(=O)OC(C)(C)C)(CC)CC